4,5-dihydroxy-3-methylpentanoic acid tert-butyl ester C(C)(C)(C)OC(CC(C(CO)O)C)=O